[1,1'-biphenyl]-4,4'-diylbis(4-aminobenzoate) C1(=CC=C(C=C1)C1(C(=O)[O-])CC=C(C=C1)N)C1=CC=C(C=C1)C1(C(=O)[O-])CC=C(C=C1)N